(S)-1'-(5-((2-amino-3-chloropyridin-4-yl)thio)pyrazin-2-yl)-4,6-dihydrospiro[cyclopenta[d]thiazole-5,4'-piperidin]-4-amine NC1=NC=CC(=C1Cl)SC=1N=CC(=NC1)N1CCC2(CC1)CC1=C(N=CS1)[C@H]2N